IC1=CC=C(O[C@@H]2CN(CC2)C(=O)OC(C)(C)C)C=C1 tert-Butyl (S)-3-(4-iodophenoxy)pyrrolidine-1-carboxylate